E-Succinat C(CCC(=O)[O-])(=O)[O-]